C[C@H](CCCC(C)C)[C@H]1CC[C@@H]2[C@@]1(CC[C@H]3C2=CC[C@@H]4[C@@]3(CC[C@@H]([C@]4(C)CO)O)C)C 4beta-(hydroxymethyl)-4alpha-methyl-5alpha-cholest-7-en-3beta-ol